N(C1=CC=CC=C1)C1=C(NC2=C1C(N(CC2C)C)=O)C2=CC(=NC=C2)NC(CC2=CC=C(C=C2)F)=O (+)-N-{4-[3-anilino-5,7-dimethyl-4-oxo-4,5,6,7-tetrahydro-1H-pyrrolo[3,2-c]pyridin-2-yl]pyridin-2-yl}-2-(4-fluorophenyl)acetamide